C(C)(C)(C)OC(=O)NNCC1=CC=CC=C1 tert-butyl-2-benzylhydrazinecarboxylate